[O].[Ir] IRIDIUM OXYGEN